C(C)[Si](C)(C)NCCN(C)C (ethyldimethylsilyl)[2-(dimethylamino)ethyl]amine